ClC=1C=C(OC2=CC=C(\C=C/3\C(=C(C4=CC(=CC=C34)F)CC(=O)O)C)C=C2)C=CC1O (Z)-2-(1-(4-(3-chloro-4-hydroxyphenoxy)benzylidene)-5-fluoro-2-methyl-1H-inden-3-yl)acetic acid